CC1=CC=C(C=C1)S(=O)(=O)NCCNC1=NC=CC(=N1)C1=C(N=C2SC=CN21)C2=CC=CC=C2 4-methyl-N-(2-((4-(6-phenylimidazo[2,1-b]thiazol-5-yl)pyrimidin-2-yl)amino)ethyl)benzenesulfonamide